5-methyl-5-(2-(trimethylsilyl)ethynyl)oxolane-2-one CC1(CCC(O1)=O)C#C[Si](C)(C)C